BrC1=C2C=C(N(C2=CC=C1)C(=O)OC(C)(C)C)C1CCN(CC1)C(=O)OC(C)(C)C tert-Butyl 4-bromo-2-(1-(tert-butoxycarbonyl)piperidin-4-yl)-1H-indole-1-carboxylate